NC1=CC=C(C=N1)N1CCN(CC1)C(=O)OC(C)(C)C Tertbutyl 4-(6-aminopyridin-3-yl)piperazine-1-carboxylate